(S)-tert-butyl (1-benzyl-1-azaspiro[5.5]undecan-3-yl)carbamate C(C1=CC=CC=C1)N1C[C@H](CCC12CCCCC2)NC(OC(C)(C)C)=O